NC1=C(C2=C(S1)C=CC=C2)CCC(=O)O amino-benzo[b]thiophene-3-propanoic acid